OP([O-])(=O)OP(=O)([O-])[O-].C(CCC)[N+](CCCC)(CCCC)CCCC.C(CCC)[N+](CCCC)(CCCC)CCCC.C(CCC)[N+](CCCC)(CCCC)CCCC tris(tetra-n-butylammonium) hydrogendiphosphate